3-(3,6-di-tert-butyl-9H-carbazol-9-yl)-3'-methyl-5-(2,4,4-trimethylpentan-2-yl)biphenyl-2-ol C(C)(C)(C)C=1C=CC=2N(C3=CC=C(C=C3C2C1)C(C)(C)C)C1=C(C(=CC(=C1)C(C)(CC(C)(C)C)C)C1=CC(=CC=C1)C)O